N-[3-(methanesulfonyloxy)phenyl]-N'-[4-(methanesulfonyloxy)phenyl]urea CS(=O)(=O)OC=1C=C(C=CC1)NC(=O)NC1=CC=C(C=C1)OS(=O)(=O)C